FC=1C=C(C=CC1)[C@@]1(CCOC2(CCCC2)C1)CCNCC=1C=NC=CC1C(F)(F)F {2-[(9R)-9-(3-fluorophenyl)-6-oxaspiro[4.5]decan-9-yl]ethyl}({[4-(trifluoromethyl)pyridin-3-yl]methyl})amine